[Nd].[Ni].[Sb].[Sn] tin-antimony-nickel-neodymium